P(=O)(O)([O-])[O-].[Sn+2] tin (II) hydrogen phosphate